C(#N)CCNCC(C)C N-(2-cyanoethyl)-N-isobutyl-amine